FC(C(=O)O)(F)F.C(C)C=1C=C(C=CC1OC1=C2C(=CN=C1)NC=C2)N2C(N(CC2=O)C=2C=NC=C(C2)C(F)(F)F)=O 3-[3-ethyl-4-(1H-pyrrolo[2,3-c]pyridin-4-yloxy)phenyl]-1-[5-(trifluoromethyl)-3-pyridinyl]-2,4-imidazolidinedione trifluoroacetate